ClC=1C=C2C(=NC(=NC2=C(C1C1=C2C(=NNC2=CC=C1C)CO)F)N1CC(C1)N(C)C)N1C[C@H](N(C[C@@H]1C)C(C=C)=O)C 1-((2R,5S)-4-(6-chloro-2-(3-(dimethylamino)azetidin-1-yl)-8-fluoro-7-(3-(hydroxymethyl)-5-methyl-1H-indazol-4-yl)quinazolin-4-yl)-2,5-dimethylpiperazin-1-yl)prop-2-en-1-one